methyl 2-(3-(2-oxabicyclo[2.2.2]octan-4-yl)-1H-pyrazol-1-yl)propanoate C12OCC(CC1)(CC2)C2=NN(C=C2)C(C(=O)OC)C